C(C(=C)C)(=O)O.C(C(=C)C)(=O)O.C(CCC)N(S(=O)=O)CCO.C(CCC)N(S(=O)=O)CCO bis(N-butyl-N-(hydroxyethyl)sulfonamide) bis-methacrylate